6,6-difluoro-N-[(2E)-3-[(4-fluorophenyl)(imino)oxo-λ6-sulfanyl]prop-2-en-1-yl]-2-oxo-1,2,5,6,7,8-hexahydroquinoline-3-carboxamide FC1(CC=2C=C(C(NC2CC1)=O)C(=O)NC\C=C\S(=O)(=N)C1=CC=C(C=C1)F)F